6-({1-[6-(difluoromethyl)pyridin-3-yl]-4-methyl-1H-1,2,3-triazol-5-yl}methoxy)-2-methyl-1,2,3,4-tetrahydro-2,7-naphthyridine FC(C1=CC=C(C=N1)N1N=NC(=C1COC=1C=C2CCN(CC2=CN1)C)C)F